C(C)OC(=O)NCCN(C(OC(C)(C)C)=O)C Tert-butyl (2-((ethoxycarbonyl)amino)ethyl)(methyl)carbamate